CC1=C(C(=CC=C1)C)C=1C=C2CCN[C@H](C2=CC1)CNC1=C(C(=O)O)C=CN=C1 (R)-3-(((6-(2,6-dimethylphenyl)-1,2,3,4-tetrahydroisoquinolin-1-yl)methyl)amino)isonicotinic acid